CC=1C=C(C=C2C=NNC12)C[C@H](C(=O)OC)NC(=O)N1CCC(CC1)C=1C(NC2=CC=CC=C2C1)=O (R)-methyl 3-(7-methyl-1H-indazol-5-yl)-2-(4-(2-oxo-1,2-dihydroquinolin-3-yl)piperidine-1-carboxamido)propanoate